2-(anthracene-9-yl)-1H-pyrrole C1=CC=CC2=CC3=CC=CC=C3C(=C12)C=1NC=CC1